(1S,2S)-N-(6-(5-chloro-6-fluoro-7-(1-(2,2,2-trifluoroacetylamino)ethyl)-1H-indazol-4-yl)imidazo[1,2-a]pyridin-2-yl)-2-fluorocyclopropane-1-carboxamide ClC=1C(=C2C=NNC2=C(C1F)C(C)NC(C(F)(F)F)=O)C=1C=CC=2N(C1)C=C(N2)NC(=O)[C@H]2[C@H](C2)F